C(C)O/C=C/C1=CC=2C3=C(N=NC2C=C1)OCCN3C 9-[(E)-2-ethoxyethenyl]-1-methyl-2,3-dihydro-[1,4]oxazino[2,3-c]cinnoline